CS(=O)(=O)OC1C(C(C2C1(C1=NC(=C(C=C1O2)Cl)C2=CC=C(C=C2)Br)O)C2=CC=CC=C2)CN(C)C (4-bromophenyl)-3-chloro-7-((dimethylamino)methyl)-8a-hydroxy-6-phenyl-5a,7,8,8a-tetrahydro-6H-cyclopenta[4,5]furo[3,2-b]pyridin-8-yl methanesulfonate